ClC1=CC=C(C(=N1)C(C1(CC2CC2C1)C)NC1=C(C(C1=O)=O)NC1=C(C(=NC=C1)C(=O)N(C)C)O)F 4-((2-(((6-chloro-3-fluoropyridin-2-yl)(3-methylbicyclo[3.1.0]hexane-3-yl)methyl)amino)-3,4-dioxocyclobut-1-en-1-yl)amino)-3-hydroxy-N,N-dimethylpicolinamide